BrC=1C=C(C(=NC1)C(=O)OC)NCC1=CC=C(C=C1)Cl methyl 5-bromo-3-[(4-chlorophenyl)methylamino]pyridine-2-carboxylate